Cl.FC1([C@@H](CNCC1)C)F (R)-4,4-difluoro-3-methylpiperidine hydrochloride